ClC1=C(N=C2N1C=CC(=C2)C(=O)OC)C2=C(C=C(C=C2C=2C(=NN(C2)C)F)F)F Methyl 3-chloro-2-(2,4-difluoro-6-(3-fluoro-1-methyl-1H-pyrazol-4-yl)phenyl)imidazo[1,2-a]pyridine-7-carboxylate